4-(difluoromethyl)-N-[4-fluoro-5-[6-[(2R)-2-methylmorpholin-4-yl]pyridin-3-yl]-2-[(3R,5S)-3,4,5-trimethylpiperazin-1-yl]phenyl]-6-oxo-1H-pyridine-3-carboxamide FC(C=1C(=CNC(C1)=O)C(=O)NC1=C(C=C(C(=C1)C=1C=NC(=CC1)N1C[C@H](OCC1)C)F)N1C[C@H](N([C@H](C1)C)C)C)F